6-bromo-4-(1-(methyl(3-oxo-3-(4-(5-(trifluoromethyl)pyrimidin-2-yl)piperazin-1-yl)propyl)amino)ethyl)phthalazin-1(2H)-one BrC=1C=C2C(=NNC(C2=CC1)=O)C(C)N(CCC(N1CCN(CC1)C1=NC=C(C=N1)C(F)(F)F)=O)C